tert-butyl 4-(5-((3-(trimethylsilyl)prop-2-yn-1-yl)oxy)pyrimidin-2-yl)piperazine-1-carboxylate C[Si](C#CCOC=1C=NC(=NC1)N1CCN(CC1)C(=O)OC(C)(C)C)(C)C